2-((1H-inden-5-yl)methoxy)tetrahydro-2H-pyran C1C=CC2=CC(=CC=C12)COC1OCCCC1